6-chloro-3,5-dimethyl-1-(tetrahydro-2H-pyran-2-yl)-1H-indazole-4-carbaldehyde ClC=1C(=C(C=2C(=NN(C2C1)C1OCCCC1)C)C=O)C